2'-chloro-5'-methoxy-6-methyl-N-{5-[1-methyl-5-(propan-2-yl)-1H-pyrazole-3-carbonyl]-4H,5H,6H-pyrrolo[3,4-d][1,3]thiazol-2-yl}-[4,4'-bipyridine]-3-carboxamide ClC1=NC=C(C(=C1)C1=C(C=NC(=C1)C)C(=O)NC=1SC2=C(N1)CN(C2)C(=O)C2=NN(C(=C2)C(C)C)C)OC